tert-butyl ({(3S)-1-[6-{[1-(2,2-difluoroethyl)-1H-pyrazole-3-carbonyl]amino}-3-(2-fluorophenoxy)-2-(trifluoromethyl)phenyl]piperidin-3-yl}methyl)carbamate FC(CN1N=C(C=C1)C(=O)NC1=CC=C(C(=C1N1C[C@@H](CCC1)CNC(OC(C)(C)C)=O)C(F)(F)F)OC1=C(C=CC=C1)F)F